tert-butyl (1R,5S)-3-(6-chloro-1-(3-(dimethylamino) propyl)-8-fluoro-7-((S or R)-3-hydroxynaphthalen-1-yl)-2-oxo-1,2-dihydroquinazolin-4-yl)-3,8-diazabicyclo[3.2.1]octane-8-carboxylate ClC=1C=C2C(=NC(N(C2=C(C1C1=CC(=CC2=CC=CC=C12)O)F)CCCN(C)C)=O)N1C[C@H]2CC[C@@H](C1)N2C(=O)OC(C)(C)C